2-isocyanatoMethyl-2-(3-isocyanatopropyl)-5-isocyanatomethyl-bicyclo[2.2.1]-heptane N(=C=O)CC1(C2CC(C(C1)C2)CN=C=O)CCCN=C=O